BrC1=C(C(=C(C(=O)O)C(=C1)F)F)OC 4-bromo-2,6-difluoro-3-methoxybenzoic acid